FC1=C(C=C(C=C1)C(C)C1=CC=2NC3=CC=CC=C3SC2C=C1)OC 2-(1-(4-fluoro-3-methoxyphenyl)ethyl)-10H-phenothiazine